1-[4-(tri-tert-butoxysilyl)phenyl]-1-phenylethene C(C)(C)(C)O[Si](C1=CC=C(C=C1)C(=C)C1=CC=CC=C1)(OC(C)(C)C)OC(C)(C)C